(5S,8S,10aR)-N-((R)-chroman-4-yl)-3-(2-fluoro-2-methylpropanoyl)-5-((S)-2-(methylamino)propanamido)-6-oxodecahydropyrrolo[1,2-a][1,5]diazocine-8-carboxamide hydrochloride Cl.O1CC[C@H](C2=CC=CC=C12)NC(=O)[C@@H]1CC[C@H]2N1C([C@H](CN(CC2)C(C(C)(C)F)=O)NC([C@H](C)NC)=O)=O